ClC=1C(=C(C=C(C1)C)C1=CC=C(C=C1)N1C(N(C=C1)C)=O)OC chloro-2-methoxy-5-methyl-4'-(3-methyl-2-oxo-2,3-dihydro-1H-imidazol-1-yl)-[1,1'-biphenyl]